ClC=1C(=CC(=NC1)OC)C1=CC(=NN1)C(=O)N1CCC(CC1)C(=O)NC1C(N(CC2=CC=CC=C12)C)=O (5-(5-chloro-2-methoxypyridin-4-yl)-1H-pyrazole-3-carbonyl)-N-(2-methyl-3-oxo-1,2,3,4-tetrahydroisoquinolin-4-yl)piperidine-4-carboxamide